C(C1=CC=CC=C1)C1CCN(CC1)CC=1NC(=NN1)C=1NC2=CC=C(C=C2C1)C(F)(F)F 2-(5-((4-benzylpiperidin-1-yl)methyl)-4H-1,2,4-triazol-3-yl)-5-(trifluoromethyl)-1H-indole